[Fe].O(Cl)Cl.[Zr] zirconium oxychloride iron